C1CN(CCC12CCCCC2)CC2=CC=C(CC=1C=3C4=C(C(NC4=CC1)=O)C=CC3)C=C2 6-(4-((3-azaspiro[5.5]undecan-3-yl)methyl)benzyl)-2-oxobenzo[cd]indol